O1C(CCCC1)O[C@@H](C)C=1N(C=CN1)CC1=NOC(=C1)C1=CC=C(C=C1)C#CC1=CC=C(CN2C(=NN=C2)CC#N)C=C1 2-(4-(4-((4-(3-((2-((1S)-1-((tetrahydro-2H-pyran-2-yl)oxy)ethyl)-1H-imidazol-1-yl)methyl)isoxazol-5-yl)phenyl)ethynyl)benzyl)-4H-1,2,4-triazol-3-yl)acetonitrile